CSC(=CC(=O)C1=CC(=CC=C1)[N+](=O)[O-])SC 3,3-bis(methylthio)-1-(3-nitrophenyl)prop-2-en-1-one